CC1(N(CC(C1)C)C(=O)OC(C)(C)C)C(=O)[O-] (tert-butyl) 2-methyl-4-methylpyrrolidine-1,2-dicarboxylate